ClC1=C(NC2=NSC3=C2C=CC=C3)C=CC=C1C1=CC3=C(OCCO3)C=C1 3-(2-chloro-3-(1,4-benzodioxan-6-yl)anilino)benzisoThiazol